2-((3r,4r)-1-(1-(4-chloro-3-fluorophenyl)-3,3-dimethyl-2,3-dihydro-1H-pyrrolo[3,2-b]pyridine-5-carbonyl)-3-methoxypiperidin-4-yl)acetic acid ClC1=C(C=C(C=C1)N1CC(C2=NC(=CC=C21)C(=O)N2C[C@@H]([C@H](CC2)CC(=O)O)OC)(C)C)F